{4-[(2,4-dimethoxyphenyl)-dimethoxy-methyl]phenyl}ethyl-n-propylsulfonium nonafluorobutanesulfonate FC(C(C(C(S(=O)(=O)[O-])(F)F)(F)F)(F)F)(F)F.COC1=C(C=CC(=C1)OC)C(C1=CC=C(C=C1)CC[SH+]CCC)(OC)OC